O.N[C@@H](CC(N)=O)C(=O)O L-asparagine-hydrate